C1(=CC(=CC=C1)COC1CC2C(CN(C2)C(=O)N2N=C(C=C2)C(=O)O)C1)C1=CC=CC=C1 1-(cis-5-([1,1'-biphenyl]-3-ylmethoxy)octa-hydrocyclopenta[c]pyrrole-2-carbonyl)-1H-pyrazole-3-carboxylic acid